C(C)N1C[C@H]2[C@@H](CC1)CCN2C=2N=NC(=C(N2)C)C2=CC=C1C(CCO1)=C2O 5-[3-[(3aS,7aR)-6-Ethyl-3,3a,4,5,7,7a-hexahydro-2H-pyrrolo[2,3-c]pyridin-1-yl]-5-methyl-1,2,4-triazin-6-yl]-2,3-dihydrobenzofuran-4-ol